N[C@H]1CN(CCC1)C1=C2C(=NC=C1)N(C(=N2)C2=CC(=C(C#N)C=C2)F)C=2C=C1C=NN(C1=CC2)C (R)-4-(7-(3-aminopiperidine-1-yl)-3-(1-methyl-1H-indazole-5-yl)-3H-imidazo[4,5-b]pyridine-2-yl)-2-fluorobenzonitrile